ClC=1C=C(C=CC1)N1C(C2(CC2)C(N1C1=CC(=CC=C1)Cl)=O)=O 5,6-bis(3-chlorophenyl)-5,6-diazaspiro[2.4]heptane-4,7-dione